FC(C1=CC=CC(=N1)NC(=O)C=1N=CC=2N(C1)C=C(N2)C2CCOCC2)F N-[6-(difluoromethyl)-2-pyridinyl]-2-tetrahydropyran-4-yl-imidazo[1,2-a]pyrazine-6-carboxamide